FC(OC=1C=CC2=C(N(C(=N2)[S@](=O)CC2=NC=CC(=C2OC)OC)C)C1)F |r| 6-(difluoromethoxy)-2-[(RS)-[(3,4-dimethoxypyridin-2-yl)methyl]sulfinyl]-1-methyl-1H-benzimidazole